CC(CC)(N)C DIMETHYLPROPANAMINE